FC1=CC(=C(C=C1)C1=NN=C(S1)[C@@H]1CC12CCN(CC2)S(=O)(=O)N)C(F)(F)F (1R)-1-{5-[4-fluoro-2-(trifluoromethyl)phenyl]-1,3,4-thiadiazol-2-yl}-6-azaspiro[2.5]octane-6-sulfonamide